C1(=CCCCC1)C1=NC(=NC(=N1)NC(C)C)N[C@@H](C(F)(F)F)C (R)-6-(cyclohex-1-en-1-yl)-N2-isopropyl-N4-(1,1,1-trifluoropropan-2-yl)-1,3,5-triazine-2,4-diamine